p-sec-butylphenyl (glycidyl) ether C(C1CO1)OC1=CC=C(C=C1)C(C)CC